N-(2-(benzo[d]thiazol-2-yl)-3-chlorophenyl)benzamide S1C(=NC2=C1C=CC=C2)C2=C(C=CC=C2Cl)NC(C2=CC=CC=C2)=O